(R)-3-(9-((4-(aminomethyl)-2-methylphenyl)carbamoyl)-5-methyl-4,5-dihydrobenzo[b]thieno[2,3-d]oxepin-8-yl)-6-(propylcarbamoyl)picolinic acid NCC1=CC(=C(C=C1)NC(=O)C1=CC2=C(O[C@@H](CC3=C2SC=C3)C)C=C1C=1C(=NC(=CC1)C(NCCC)=O)C(=O)O)C